Methyl ((2-(((R)-6-((4,4-difluorocyclohexyl)amino)hexan-2-yl)oxy)-3-fluoro-4-methylphenyl)sulfonyl)-L-prolinate FC1(CCC(CC1)NCCCC[C@@H](C)OC1=C(C=CC(=C1F)C)S(=O)(=O)N1[C@@H](CCC1)C(=O)OC)F